CC1=NC(=C(C(=C1Cl)O)Cl)C 2,6-dimethyl-3,5-dichloro-4-pyridinol